(4aR,8aS)-6-(3-((2-Chloro-4-(trifluoromethyl)benzyl)oxy)cyclobutane-1-carbonyl)hexahydro-2H-pyrido[4,3-b][1,4]oxazin-3(4H)-one ClC1=C(COC2CC(C2)C(=O)N2C[C@@H]3[C@@H](OCC(N3)=O)CC2)C=CC(=C1)C(F)(F)F